C1N(CC12CCNCC2)C=2C1=C(N=CN2)N=CC(=C1)CC(F)(F)F 4-(2,7-Diazaspiro[3.5]non-2-yl)-6-(2,2,2-trifluoroethyl)pyrido[2,3-d]pyrimidine